(1S)-1-[3-(2-cyclopropyl-4-pyridinyl)-1,2,4-oxadiazol-5-yl]Ethylamine hydrochloride Cl.C1(CC1)C1=NC=CC(=C1)C1=NOC(=N1)[C@H](C)N